C1=CN=NC=2C=CC=3C=C4C=CC=CC4=CC3C21 pyridazinoanthracene